Octenid [CH-]=CCCCCCC